Cl.C1(CC1)COC=1C(=CC2=CN(N=C2C1)C1CCC(CC1)N(C1CCNCC1)C)NC(=O)C=1C=NN2C1N=CC=C2 N-[6-(cyclopropylmethoxy)-2-[4-[methyl(4-piperidyl)amino]cyclohexyl]indazol-5-yl]pyrazolo[1,5-a]pyrimidine-3-carboxamide hydrochloride